4-(2-chloro-4-methoxy-5-methylphenyl)-N-[(1R)-2-cyclopropyl-1-(3-fluoro-4-methylphenyl)ethyl]-5-methyl-N-(2-propyn-1-yl)-2-thiazolamine ClC1=C(C=C(C(=C1)OC)C)C=1N=C(SC1C)N(CC#C)[C@H](CC1CC1)C1=CC(=C(C=C1)C)F